NC(CNC(CC1=C(C=C(C=C1)S(=O)(=O)NC1=CN=CS1)F)=O)=N 5-[[4-[2-[(2-Amino-2-imino-ethyl)amino]-2-oxo-ethyl]-3-fluorophenyl]sulfonylamino]thiazol